3-aminopyrazolo[1,5-a]pyrimidine-6-carbonitrile NC=1C=NN2C1N=CC(=C2)C#N